2-(10-dodecyl-3-ethyl-8,14-dioxo-7,9,13-trioxa-3-azaoctadecan-18-yl)propane-1,3-diyldioctanoate C(CCCCCCCCCCC)C(OC(OCCCN(CC)CC)=O)CCOC(CCCCC(CCCCCCCCC(=O)[O-])CCCCCCCCC(=O)[O-])=O